ClC1=CC=2C3=C(C=CC2C=C1)C=CC=1N=C(OC13)C 10-chloro-2-methylphenanthro[3,4-d]oxazole